[(2,6-dichloro-5-fluoro-pyridine-3-carbonyl)amino]2,2-dimethylpropanoate ClC1=NC(=C(C=C1C(=O)NCC(C(=O)[O-])(C)C)F)Cl